ClC1=NC=C(C(=N1)C(=O)O)N[C@H](C)C1=CC(=CN2C1=NC(=C(C2=O)C#N)N2CC1=CC=CC=C1C2)C (R)-2-chloro-5-((1-(3-cyano-2-(isoindolin-2-yl)-7-methyl-4-oxo-4H-pyrido[1,2-a]pyrimidin-9-yl)ethyl)amino)pyrimidine-4-carboxylic acid